chloro[2-dicyclohexylphosphino-2',6'-diisopropyloxy-1,1'-biphenyl] ClC=1C(=C(C=CC1)C1=C(C=CC=C1OC(C)C)OC(C)C)P(C1CCCCC1)C1CCCCC1